(S)-N-(6-bromopyridin-2-yl)pyrrolidine-2-carboxamide hydrochloride Cl.BrC1=CC=CC(=N1)NC(=O)[C@H]1NCCC1